5-Amino-3-[2-[4-(2,4-difluorophenyl)piperazin-1-yl]ethyl]-1-ethyl-8-(2-furyl)-[1,2,4]triazolo[5,1-f]purin-2-one NN1C=NC(=C2N3C(N=C12)N(C(N3CC)=O)CCN3CCN(CC3)C3=C(C=C(C=C3)F)F)C=3OC=CC3